4-dimethylamino-phenylacetylene CN(C1=CC=C(C=C1)C#C)C